(3S,4R)-3-fluoro-4-(prop-2-ynyloxy)piperidine F[C@H]1CNCC[C@H]1OCC#C